ClC1=CC(=CC=2CC(OC21)C=2C=C(C=CC2)S(=O)(=O)O)C(F)(F)F 3-(7-chloro-5-(trifluoromethyl)-2,3-dihydrobenzofuran-2-yl)benzenesulfonic acid